O-(benzo[d][1,3]dioxol-5-ylmethyl)hydroxylamine 2-[1-(2-hydroxy-3,5-di-tert-pentylphenyl)ethyl]-4,6-di-tert-pentylphenyl-acrylate OC1=C(C=C(C=C1C(C)(C)CC)C(C)(C)CC)C(C)C1=C(C(=CC(=C1)C(C)(C)CC)C(C)(C)CC)OC(C=C)=O.O1COC2=C1C=CC(=C2)CON